P(OC1=C(C=CC(=C1)C)C(C)(C)C)(OC1=C(C=CC(=C1)C)C(C)(C)C)OC1=C(C=CC(=C1)C)C(C)(C)C tri(2-tert-butyl-5-methylphenyl) phosphite